ClC1=C(C(=O)NC2=NN=NN2C)C=CC(=C1S(=O)(=O)C)C(F)(F)F 2-chloro-N-(1-methyl-1H-tetrazole-5-yl)-3-(methylsulfonyl)-4-(trifluoromethyl)benzamide